5-[4-(2-Amino-thiazol-4-yl)-phenyl]-6-chloro-3-[1-hydroxyl-(3-methyl-isoxazol-5-yl)-methylidene]-1,3-dihydro-indol-2-one NC=1SC=C(N1)C1=CC=C(C=C1)C=1C=C2C(C(NC2=CC1Cl)=O)=C(O)C1=CC(=NO1)C